CS(=O)(=O)CC[NH-] N-(2-(methylsulfonyl)ethyl)amide